C1(=C(C(=C(C(=C1[2H])[2H])[2H])[2H])[2H])NC=1C(=CC=CC1)N N1-(phenyl-d5)benzene-1,2-diamine